Cl.ClC=1C=CC(=C(CNCC2CCNCC2)C1)OC1=CC=CC=C1 N-(5-chloro-2-phenoxybenzyl)-1-(piperidin-4-yl)methanamine hydrochloride